tert-butyl (S)-2-(1-amino-5-carbamoyl-4-(4-((4-methoxypyridin-2-yl)carbamoyl) phenyl)-1H-imidazol-2-yl)piperidine-1-carboxylate NN1C(=NC(=C1C(N)=O)C1=CC=C(C=C1)C(NC1=NC=CC(=C1)OC)=O)[C@H]1N(CCCC1)C(=O)OC(C)(C)C